OC(CN1C=NC2=C(C1=O)C=C(N=C2C=2C=NC=CC2)C=2C(=NC=CC2)C(F)(F)F)(C)C 3-(2-hydroxy-2-methylpropyl)-8-(pyridin-3-yl)-6-(2-(trifluoromethyl)pyridin-3-yl)pyrido[3,4-d]pyrimidin-4(3H)-one